CNC1CC=2C(=CSC2)C=CC1 N-methyl-5,6-dihydro-4H-cyclohepta[c]thiophen-5-amine